4-(8-[3-chloro-4-(hydroxymethyl)phenyl]-5-{[(3R)-1-methylpiperidin-3-yl]methoxy}imidazo[1,2-c]pyrimidin-7-yl)benzonitrile ClC=1C=C(C=CC1CO)C=1C=2N(C(=NC1C1=CC=C(C#N)C=C1)OC[C@H]1CN(CCC1)C)C=CN2